BrC=1C=C(C=CC1)C1=CC(=NO1)CN1CC(CC1)O ((5-(3-bromophenyl)isoxazol-3-yl)methyl)pyrrolidin-3-ol